5-((furan-2-ylmethyl)amino)-8-phenylimidazo[1,5-c]pyrimidine-1-carboxylic acid O1C(=CC=C1)CNC1=NC=C(C=2N1C=NC2C(=O)O)C2=CC=CC=C2